6-chloro-(2,3-dihydroxyquinoxaline) ClC=1C=C2N=C(C(=NC2=CC1)O)O